1-cyclopropyl-6-fluoro-7-(4-(benzo[b]thiophen-7-ylmethyl)-piperazin-1-yl)-4-oxo-1,4-dihydroquinoline-3-carboxylic acid C1(CC1)N1C=C(C(C2=CC(=C(C=C12)N1CCN(CC1)CC1=CC=CC2=C1SC=C2)F)=O)C(=O)O